Methyl 3-bromo-2-(bromomethyl)-5-nitrobenzoate BrC=1C(=C(C(=O)OC)C=C(C1)[N+](=O)[O-])CBr